(E)-N-(2-aminophenyl)-3-(2-methoxy-5-((Z)-3,4,5-trimethoxystyryl)phenyl)acrylamide NC1=C(C=CC=C1)NC(\C=C\C1=C(C=CC(=C1)\C=C/C1=CC(=C(C(=C1)OC)OC)OC)OC)=O